5-Cyano-N-[6-[1,5-diethyl-8-oxabicyclo[3.2.1]octa-2,6-dien-3-yl]-2-(4,4-dimethylcyclohexen-1-yl)-3-pyridyl]-1H-imidazole-2-carboxamide C(#N)C1=CN=C(N1)C(=O)NC=1C(=NC(=CC1)C1=CC2(C=CC(C1)(O2)CC)CC)C2=CCC(CC2)(C)C